BrC1=CC(=C(C(=O)NNC(CC2OCCCC2)=O)C=C1)C 4-bromo-2-methyl-N'-(2-(tetrahydro-2H-pyran-2-yl)acetyl)benzoyl-hydrazine